methyl 5-((3-((5-((2-(2,2-dimethylpyrrolidin-1-yl)ethyl)carbamoyl)-2-methyl pyridin-3-yl)amino)-1-methyl-1H-pyrazolo[3,4-d]pyrimidin-6-yl)amino)nicotinate CC1(N(CCC1)CCNC(=O)C=1C=C(C(=NC1)C)NC1=NN(C2=NC(=NC=C21)NC=2C=NC=C(C(=O)OC)C2)C)C